BrC1=CC(=CC(=C1)S(=O)(=O)C)F 1-bromo-3-fluoro-5-methylsulfonyl-benzene